aza-quinoloneamide N1C(C(=NC2=CC=CC=C12)C(=O)N)=O